[2-bromo-5-(1,2,3-triazol-2-yl)phenyl]methanol BrC1=C(C=C(C=C1)N1N=CC=N1)CO